3-(3-(sec-butyl)-2-oxo-1,2,3,5-tetrahydro-4H-benzo[1,4]diazepin-4-yl)-N,N-dimethylpropanamide C(C)(CC)C1C(NC2=C(CN1CCC(=O)N(C)C)C=CC=C2)=O